1,9-Dibromo-nonan BrCCCCCCCCCBr